FC=1C(=C2C(=NC(=NN2C1)NC12CCC(CC1)(C2)O)OC)C2=CC=1N(C=C2)N=CC1C(=O)NC 5-(6-fluoro-2-((4-hydroxy-bicyclo[2.2.1]heptan-1-yl)amino)-4-methoxypyrrolo[2,1-f][1,2,4]triazin-5-yl)-N-methylpyrazolo[1,5-a]pyridine-3-carboxamide